2-(5-Fluoropyridin-2-yl)-6,6-dimethyl-3-(4,4,5,5-tetramethyl-1,3,2-dioxaborolan-2-yl)-6,7-dihydro-4H-pyrazolo[5,1-c][1,4]oxazine FC=1C=CC(=NC1)C1=NN2C(COC(C2)(C)C)=C1B1OC(C(O1)(C)C)(C)C